2,5-dibromo-1-nitronaphthalene BrC1=C(C2=CC=CC(=C2C=C1)Br)[N+](=O)[O-]